4-amino-1-((2R,3S,4S,5R)-3,4-dihydroxy-5-(hydroxymethyl)-5-methyltetrahydrofuran-2-yl)pyrimidin-2(1H)-one NC1=NC(N(C=C1)[C@@H]1O[C@]([C@H]([C@@H]1O)O)(C)CO)=O